7-(3-fluoro-4-(trifluoromethyl)phenyl)-N-(isoquinolin-6-yl)-5-methyl-2-((4-(pyrrolidin-1-yl)piperidin-1-yl)methyl)-4,7-dihydropyrazolo[1,5-a]pyrimidine-6-carboxamide FC=1C=C(C=CC1C(F)(F)F)C1C(=C(NC=2N1N=C(C2)CN2CCC(CC2)N2CCCC2)C)C(=O)NC=2C=C1C=CN=CC1=CC2